NC=1C=C(CN2C[C@H](CCC2)NC(OC(C)(C)C)=O)C=C(C1)C=1C=NC(=CC1)C (S)-tert-butyl 1-(3-amino-5-(6-methylpyridin-3-yl)benzyl)piperidin-3-ylcarbamate